COC(=O)C=1C=C2C(=NC1)C(=CN2C2=NC=C(C=N2)F)C2=CC(=CC=C2)OC(F)F.[Si](C)(C)(C(C)(C)C)OCC=2C=CC(=NC2)C(C)C=CC2=CC=CC=C2 5-(((tert-Butyldimethylsilyl)oxy)methyl)-2-(4-phenylbut-3-en-2-yl)pyridine methyl-3-(3-(difluoromethoxy)phenyl)-1-(5-fluoropyrimidin-2-yl)-1H-pyrrolo[3,2-b]pyridine-6-carboxylate